C[N+](C)=C(C=CCCl)Cl (dimethyliminio)-2-butene-1,4-diyl Chloride